4-benzylcarbamyl-phenyl-aniline trifluoromethanesulfonate FC(S(=O)(=O)O)(F)F.C(C1=CC=CC=C1)NC(=O)C1=CC=C(C=C1)NC1=CC=CC=C1